(R)-(6-(5-(((1-(2,5-difluoropyridin-3-yl)ethoxy)carbonyl)amino)-1-methyl-1H-1,2,3-triazol-4-yl)-2-methylpyridin-3-yl)carbamate FC1=NC=C(C=C1[C@@H](C)OC(=O)NC1=C(N=NN1C)C1=CC=C(C(=N1)C)NC([O-])=O)F